2-bromo-6-[2-(morpholin-4-yl)ethyl]-6,7-dihydro-4H-pyrazolo[1,5-a]pyrrolo[3,4-d]pyrimidine BrC1=NN2C(NC=3C(=C2)CN(C3)CCN3CCOCC3)=C1